Resorcinol bis(diphenylphosphate) C1=CC=C(C=C1)OP(=O)(OC2=CC=CC=C2)OC3=CC(=CC=C3)OP(=O)(OC4=CC=CC=C4)OC5=CC=CC=C5